2-(2-(methoxymethyl)-7-methylquinoxalin-5-yl)thiazolo[5,4-b]pyridine COCC1=NC2=CC(=CC(=C2N=C1)C=1SC2=NC=CC=C2N1)C